ClC(OC)Cl dichloromethoxymethane